N1(C2=C(OCCC1)N=C1C(=C2)C=CN1)C1=C(C(=O)NS(=O)(=O)C=2C=C(C3=C(OCC(N3)C3CCOCC3)C2)[N+](=O)[O-])C=CC=C1 2-(3,4-dihydro-2H-pyrrolo[3',2':5,6]pyrido[2,3-b][1,4]oxazepin-1(7H)-yl)-N-((5-nitro-3-(tetrahydro-2H-pyran-4-yl)-3,4-dihydro-2H-benzo[b][1,4]oxazin-7-yl)sulfonyl)benzamide